5-(5-amino-3-(tert-butyl)-1H-pyrazol-1-yl)-2-(dimethylamino)benzonitrile NC1=CC(=NN1C=1C=CC(=C(C#N)C1)N(C)C)C(C)(C)C